4-(4-ethylpiperazin-1-yl)-benzamide C(C)N1CCN(CC1)C1=CC=C(C(=O)N)C=C1